CC(C)(OCC(C)=O)C 1,1-dimethylethoxypropan-2-one